[I-].C(CCCCCCCCCCCCC)OC=1C=C(C[N+](C)(C)C2CCCC2)C=CC1OCCCCCCCCCCCCCC N-(3,4-bis-tetradecyloxy-benzyl)-N-cyclopentyl-N,N-dimethylammonium iodide